[N+](=[N-])=CC(=O)O.CC1=CC=CC2=CC=CC=C12 methyl-naphthalene diazoacetate